O1C(CCC1)C(C)(C)C1OCCC1 2,2-bis(tetrahydrofuryl)propane